CN1C2=C(N(CC1)C)C=NC=C2 1,4-Dimethyl-1,2,3,4-tetrahydropyrido[3,4-b]pyrazine